C1(CC1)CN1C(=CC=2C1=NC(=CC2)C2=C(C(=NC=C2)OC)C)C2=NC1=C(N2C)C(=CC(=C1)C(=O)N1C[C@@H](C[C@H](C1)F)N)OC (3R,5R)-1-{2-[1-(cyclopropylmethyl)-6-(2-methoxy-3-methylpyridin-4-yl)-1H-pyrrolo[2,3-b]pyridin-2-yl]-7-methoxy-1-methyl-1H-1,3-benzodiazole-5-carbonyl}-5-fluoropiperidin-3-amine